C1(CC1)N1N=CC(=C1C1=NC(=NO1)[C@@H]1CC12CCN(CC2)S(=O)(=O)N)C (1R)-1-[5-(1-cyclopropyl-4-methyl-1H-pyrazol-5-yl)-1,2,4-oxadiazol-3-yl]-6-azaspiro[2.5]octane-6-sulfonamide